OC1CCN(CC1)C=1C=CC(=NC1)NC=1C=CC(=C2[C@@H](NC(C12)=O)C)C1=C2C(=NC=C1)N(C=C2)C (S)-7-((5-(4-hydroxypiperidin-1-yl)pyridin-2-yl)amino)-3-methyl-4-(1-methyl-1H-pyrrolo[2,3-b]pyridin-4-yl)isoindolin-1-one